2-phenyl-5-[5-(trifluoromethyl)-1,2,4-oxadiazol-3-yl]-3H-isoindol-1-one C1(=CC=CC=C1)N1C(C2=CC=C(C=C2C1)C1=NOC(=N1)C(F)(F)F)=O